(2R,3R,4R,5R)-5-(2-amino-6-(methylamino)-9H-purin-9-yl)-4-fluoro-2-((isobutyryloxy)methyl)-4-methyltetrahydrofuran-3-yl L-valinate N[C@@H](C(C)C)C(=O)O[C@@H]1[C@H](O[C@H]([C@]1(C)F)N1C2=NC(=NC(=C2N=C1)NC)N)COC(C(C)C)=O